CN(C1(CCC2(CN(C(N2)=O)C=2C=NC(=NC2)C(F)(F)F)CC1)C1=CC=CC=C1)CC1COCC1 8-[methyl-(tetrahydro-furan-3-yl-methyl)-amino]-8-phenyl-3-[2-(trifluoromethyl)-pyrimidin-5-yl]-1,3-diazaspiro[4.5]decan-2-one